FC(C1=CC=C(C=C1)S(=O)(=O)OCCC1=NN2C(=NC=3C=C(C(=CC3C2=N1)F)OC)NCC1=CC(=C(C=C1)C)C)(F)F 2-(5-((3,4-dimethylbenzyl)amino)-9-fluoro-8-methoxy-[1,2,4]triazolo[1,5-c]quinazolin-2-yl)ethyl 4-(trifluoromethyl)benzenesulfonate